2,4,4,7-tetramethyl-6-octene-3-on CC(C)C(C(CC=C(C)C)(C)C)=O